tert-butyl (2'S,7R)-2,2'-dimethylspiro[4,5-dihydrothieno[2,3-c]pyran-7,4'-piperidine]-1'-carboxylate CC1=CC2=C(S1)[C@@]1(C[C@@H](N(CC1)C(=O)OC(C)(C)C)C)OCC2